4-fluoro-3-({4-[({3-[methyl(methylsulfonyl)amino]pyridin-2-yl}methyl)amino]-5-(trifluoromethyl)pyrimidin-2-yl}amino)benzamide FC1=C(C=C(C(=O)N)C=C1)NC1=NC=C(C(=N1)NCC1=NC=CC=C1N(S(=O)(=O)C)C)C(F)(F)F